3-aminotetrahydrofurane NC1COCC1